CN1C[C@@H](CCC1)NC1=NN=C(C=2N1C=CC2)C2=C(C=C(C=C2)C(F)(F)F)O 2-(4-{[(3R)-1-methylpiperidin-3-yl]amino}pyrrolo[1,2-d][1,2,4]triazin-1-yl)-5-(trifluoromethyl)phenol